ClC1=CC=C2C=C(C=NC2=C1)C(=O)N[C@@H]1CN[C@H](CC1)C=1OC(=NN1)OCCOC(F)(F)F 7-chloro-N-[(3s,6r)-6-{5-[2-(trifluoromethoxy)ethoxy]-1,3,4-oxadiazol-2-yl}piperidin-3-yl]quinoline-3-carboxamide